OCC=1C=2N(C=C(C1)C=1NC3=CC=C(C=C3C1C(C)C)C1CCN(CC1)CC(=O)NC)N=CN2 2-(4-(2-(8-(hydroxymethyl)-[1,2,4]triazolo[1,5-a]pyridin-6-yl)-3-isopropyl-1H-indol-5-yl)piperidin-1-yl)-N-methylacetamide